C1(CC1)S(=O)(=O)N1N=CC2=C(C=CC=C12)NC1=NC=C(C(=N1)NCCF)C(F)(F)F N2-(1-(cyclopropylsulfonyl)-1H-indazol-4-yl)-N4-(2-fluoroethyl)-5-(trifluoromethyl)pyrimidine-2,4-diamine